BrC=1C=C(C=NC1)N1N=C2C(=C1)CCC2C2=CC=CC=C2 2-(5-bromopyridin-3-yl)-6-phenyl-2,4,5,6-tetrahydrocyclopenta[c]pyrazole